C(C)OC(=O)C=1C(=NN2C1C=C(C(=C2)F)NC(=O)OC(C)(C)C)C 5-((tert-Butoxycarbonyl)amino)-6-fluoro-2-methylpyrazolo[1,5-a]pyridine-3-carboxylic acid ethyl ester